1-(2-(trifluoromethyl)-1H-imidazol-1-yl)cyclopropane-1-carboxylic acid FC(C=1N(C=CN1)C1(CC1)C(=O)O)(F)F